bis(2-hydroxy-3,5-di-tert-butylphenyl)methane methyl-(S)-2-aminopropionate hydrochloride Cl.COC([C@H](C)N)=O.OC1=C(C=C(C=C1C(C)(C)C)C(C)(C)C)CC1=C(C(=CC(=C1)C(C)(C)C)C(C)(C)C)O